BrC1=CC(=C(C(=C1)C)CO)Cl (4-bromo-2-chloro-6-methylphenyl)methanol